5-chloro-N-(2-(furan-2-yl)-5-((methylamino)methyl)phenyl)thiophene-2-sulfonamide ClC1=CC=C(S1)S(=O)(=O)NC1=C(C=CC(=C1)CNC)C=1OC=CC1